tert-butyl 2-(2-chloropyrimidin-5-yl)oxyacetate ClC1=NC=C(C=N1)OCC(=O)OC(C)(C)C